CC=1C(=C(C(=O)OC2NCCC2)C=CC1)O (pyrrolidin-2-yl) methylhydroxybenzoate